NC1=C(C=CC=C1)SC1(N([C@H]2[C@H](O)[C@H](O)[C@@H](CO)O2)C=2N=C3N(C(C2N1)=O)C=CN3)C3=CC=CC=C3 8-(2-Aminophenylthio)-8-phenyl-1,N2-ethenoguanosine